COC(=O)C1=CC(=CC2=C1N(C=N2)C2CC2)C2=C(C=C(C=C2)C)Cl 5-(2-chloro-4-methylphenyl)-1-cyclopropyl-1H-benzo[d]imidazole-7-carboxylic acid methyl ester